tert-butyl (6-fluoro-1-((2-(trimethylsilyl)ethoxy)methyl)-1H-indol-4-yl)(1-methylpiperidin-4-yl)carbamate FC1=CC(=C2C=CN(C2=C1)COCC[Si](C)(C)C)N(C(OC(C)(C)C)=O)C1CCN(CC1)C